alpha-(2,4-dinitro-5-fluorophenyl)-L-valinamide [N+](=O)([O-])C1=C(C=C(C(=C1)[N+](=O)[O-])F)[C@](N)(C(C)C)C(=O)N